C1(=CC=CC=C1)N1C(OCC1)=O phenyloxazolidin-2-One